N-((1H-indol-7-yl)methyl)-4-acetyl-1H-pyrrole-2-carboxamide N1C=CC2=CC=CC(=C12)CNC(=O)C=1NC=C(C1)C(C)=O